3-ethyl-5-formyl-2,4-dimethyl-1H-pyrrole C(C)C1=C(NC(=C1C)C=O)C